3-(cyclohexyl-(hydroxy)methyl)-1-isopropylquinoxaline C1(CCCCC1)C(C=1CN(C2=CC=CC=C2N1)C(C)C)O